C(C)(C)(C)OC(=O)N1CC2=C(CC1)OC=N2 6,7-Dihydrooxazolo[4,5-c]pyridine-5(4H)-carboxylic acid tert-butyl ester